tert-Butyl (1-(2-amino-6-(1H-pyrazol-3-yl)pyrimidin-4-yl)azetidin-3-yl)(methyl)carbamate NC1=NC(=CC(=N1)N1CC(C1)N(C(OC(C)(C)C)=O)C)C1=NNC=C1